C\C=C\C=C\C Trans,trans-2,4-Hexadien